CN1[C@H]2[C@@](CCC1)(CCC2)COC2=NC1=C(C(=CC=C1C(=N2)N2CCOCC(C2)OC)C2=CC(=CC1=CC=C(C(=C21)C#C)F)O)F 4-(2-{[(4aS,7aR)-1-methyl-octahydro-1H-cyclopenta[b]pyridin-4a-yl]methoxy}-8-fluoro-4-(6-methoxy-1,4-oxazepan-4-yl)quinazolin-7-yl)-5-ethynyl-6-fluoronaphthalen-2-ol